FC=1C=C(C=NC1)C1=NC(=C2N=CN(C2=N1)[C@H]1[C@@H]([C@@H]([C@H](O1)C(=O)NC)O)O)NCC1=NC=CC=C1 (2S,3S,4R,5R)-5-(2-(5-fluoropyridin-3-yl)-6-((pyridin-2-ylmethyl)amino)-9H-purin-9-yl)-3,4-dihydroxyl-N-methyltetrahydrofuran-2-formamide